(cyclopropanecarbonyl)-4-(((1R,2R)-2-methylcyclohexyl)methoxy)pyrrolidin C1(CC1)C(=O)N1CCC(C1)OC[C@H]1[C@@H](CCCC1)C